6-benzyl-3-(3-chlorobenzyl)-2,3,4,6-tetrahydropyrido[3,4-c][1,8]naphthyridin-5(1H)-one C(C1=CC=CC=C1)N1C(C2=C(C=3C=CC=NC13)CCN(C2)CC2=CC(=CC=C2)Cl)=O